Tert-butyl (4-(6-amino-9H-purin-9-yl)benzyl)carbamate NC1=C2N=CN(C2=NC=N1)C1=CC=C(CNC(OC(C)(C)C)=O)C=C1